CN(S(=O)(=O)C)C1=C(C=CC=C1)NC=1C2=C(N=C(N1)NC1=CC(=C(C=C1)N1CCN(CC1)C)C)NC=C2 N-methyl-N-(2-((2-((3-methyl-4-(4-methylpiperazin-1-yl)phenyl)amino)-7H-pyrrolo[2,3-d]pyrimidin-4-yl)amino)phenyl)methanesulfonamide